1-methyl-4-((2-methoxypyrimidin-6-yl)amino)-7-chloro-N-(4-methoxyphenylsulfonyl)-indole-2-carboxamide CN1C(=CC2=C(C=CC(=C12)Cl)NC1=CC=NC(=N1)OC)C(=O)NS(=O)(=O)C1=CC=C(C=C1)OC